N-(2-((tert-butyldimethylsilyl)oxy)-4-(2-((cis)-3-(trifluoromethoxy)cyclobutanecarbonyl)hydrazinecarbonyl)bicyclo[2.2.2]octan-1-yl)-2-(4-chloro-3-fluorophenoxy)acetamide [Si](C)(C)(C(C)(C)C)OC1C2(CCC(C1)(CC2)C(=O)NNC(=O)[C@@H]2C[C@@H](C2)OC(F)(F)F)NC(COC2=CC(=C(C=C2)Cl)F)=O